FC1=CC(=C(C=C1)C(C)N)OC 1-(4-fluoro-2-methoxyphenyl)ethan-1-amine